OC=1C=C2C=C(NC2=CC1)COCC(=O)OC Methyl 2-((5-hydroxy-1H-indol-2-yl)methoxy)acetate